2-cyano-5-(3-cyclopropyl-phenoxy)-N-[2-(2,4-dichlorophenyl)2-fluoro-ethyl]pyridine-4-carboxamide C(#N)C1=NC=C(C(=C1)C(=O)NCC(F)C1=C(C=C(C=C1)Cl)Cl)OC1=CC(=CC=C1)C1CC1